5-(benzoylamino)-1,3,4-thiadiazole-2-thiol C(C1=CC=CC=C1)(=O)NC1=NN=C(S1)S